(2R,3R,4R,5R)-N-(3-Carbamoyl-4-fluoro-phenyl)-3-[2-(difluoromethoxy)-4-fluoro-phenyl]-4,5-dimethyl-5-(trifluoromethyl)tetrahydrofuran-2-carboxamid C(N)(=O)C=1C=C(C=CC1F)NC(=O)[C@@H]1O[C@]([C@@H]([C@@H]1C1=C(C=C(C=C1)F)OC(F)F)C)(C(F)(F)F)C